N1-(2-(dimethylamino)ethyl)-5-methoxy-N1-methyl-N4-(4-(1-methyl-1H-indol-3-yl)pyrimidine-2-yl)benzene-1,2,4-triamine CN(CCN(C=1C(=CC(=C(C1)OC)NC1=NC=CC(=N1)C1=CN(C2=CC=CC=C12)C)N)C)C